ClC1=CC=C2C(=C(NC2=C1F)C1CC1)C=O 6-CHLORO-2-CYCLOPROPYL-7-FLUORO-1H-INDOLE-3-CARBOXALDEHYDE